BrC1=C(C=CC=C1F)C(CCC=C)NS(=O)C(C)(C)C N-(1-(2-bromo-3-fluorophenyl)pent-4-en-1-yl)-2-methylpropane-2-sulfinamide